(6-(7-(4-(3-methylquinoxalin-2-yl)-1H-pyrazol-1-yl)heptyl)-1-oxoisoindolin-2-yl)piperidine-2,6-dione CC=1C(=NC2=CC=CC=C2N1)C=1C=NN(C1)CCCCCCCC1=CC=C2CN(C(C2=C1)=O)N1C(CCCC1=O)=O